6-(2-((4-methoxybenzyl)oxy)ethyl)pentadecanoic acid (Z)-tridec-2-en-1-yl ester C(\C=C/CCCCCCCCCC)OC(CCCCC(CCCCCCCCC)CCOCC1=CC=C(C=C1)OC)=O